COC1=C2C(=NC=C1)N(C=C2OB(O)O)S(=O)(=O)C2=CC=C(C)C=C2 (4-Methoxy-1-tosyl-1H-pyrrolo[2,3-b]pyridin-3-yl)boric acid